(R)-N'-((5-(5-chloropyridin-3-yl)-2,3-dihydro-1H-inden-4-yl)carbamoyl)-6,7-dihydro-5H-pyrazolo[5,1-b][1,3]oxazine-3-sulfonimidamide ClC=1C=C(C=NC1)C=1C(=C2CCCC2=CC1)NC(=O)N=[S@](=O)(N)C=1C=NN2C1OCCC2